1-[3-(1-hydroxyethyl)-6-[5-[(2-keto-1-methyl-4-piperidyl)amino]benzimidazol-1-yl]-2-pyridyl]-5-methyl-pyrazole-3-carbonitrile OC(C)C=1C(=NC(=CC1)N1C=NC2=C1C=CC(=C2)NC2CC(N(CC2)C)=O)N2N=C(C=C2C)C#N